N1(CCCC1)C1=C(C#N)C=CC=N1 2-(pyrrolidin-1-yl)nicotinonitrile